FC(C(=O)O)(F)F.FC=1C=C2C(C3=NC4=CC=C(C=C4C(N3C2=CC1)=O)CNC1=NC=CC=C1)=O 8-fluoro-2-((pyridin-2-ylamino)methyl)indolo[2,1-b]quinazolin-6,12-dione trifluoroacetate